2-(1H-imidazol-1-yl)-N-(4-methylcyclohexyl)pyrimidine-4-carboxamide N1(C=NC=C1)C1=NC=CC(=N1)C(=O)NC1CCC(CC1)C